OC1(C(C(=O)C2=CC=C(C=C2)OC)C=CC(=C1)OC)O 2,2-dihydroxy-4,4'-dimethoxybenzophenone